3-(5-(4-((1-(2-fluoro-4-(3-(4-fluorophenyl)-7-hydroxychroman-4-yl)phenyl)piperidin-4-yl)methyl)piperazin-1-yl)-1-oxoisoindolin-2-yl)piperidine-2,6-dione FC1=C(C=CC(=C1)C1C(COC2=CC(=CC=C12)O)C1=CC=C(C=C1)F)N1CCC(CC1)CN1CCN(CC1)C=1C=C2CN(C(C2=CC1)=O)C1C(NC(CC1)=O)=O